CS(=O)(=O)NC1C(N(CCC1)C(=O)OC(C)(C)C)CC1=CC(=CC=C1)B1OC(C(O1)(C)C)(C)C tert-butyl 3-(methylsulfonamido)-2-(3-(4,4,5,5-tetramethyl-1,3,2-dioxaborolan-2-yl)benzyl)piperidine-1-carboxylate